2-(6-(((R)-1-(3-(difluoromethyl)-2-fluorophenyl)ethyl)amino)-5-(1,3-dioxolane-2-yl)-2-methoxypyrimidin-4-yl)-N-(4-methyltetrahydro-2H-pyran-4-yl)propionamide FC(C=1C(=C(C=CC1)[C@@H](C)NC1=C(C(=NC(=N1)OC)C(C(=O)NC1(CCOCC1)C)C)C1OCCO1)F)F